1-nonyl-4-ethylpyridinium fluoride [F-].C(CCCCCCCC)[N+]1=CC=C(C=C1)CC